4-(5-fluoro-1-methyl-1H-indol-3-yl)-N-(4-fluoro-3-nitrophenyl)-7-tosyl-7H-pyrrolo[2,3-d]pyrimidin-2-amine FC=1C=C2C(=CN(C2=CC1)C)C=1C2=C(N=C(N1)NC1=CC(=C(C=C1)F)[N+](=O)[O-])N(C=C2)S(=O)(=O)C2=CC=C(C)C=C2